C(C)N(S(=O)(=O)C1=CC=C(C=C1)S(=O)(=O)N1C[C@@H](CCC1)C(=O)N1CC2(CN(C2)C(=O)OC(C)(C)C)C1)CC tert-Butyl (R)-6-(1-((4-(N,N-diethylsulfamoyl)phenyl)sulfonyl)piperidine-3-carbonyl)-2,6-diazaspiro[3.3]heptane-2-carboxylate